2,2-diphenyl-4-(p-tolyl)-1,2-dihydroquinazoline C1(=CC=CC=C1)C1(NC2=CC=CC=C2C(=N1)C1=CC=C(C=C1)C)C1=CC=CC=C1